2-Cyclopropyl-2H-isoquinolin-1-one C1(CC1)N1C(C2=CC=CC=C2C=C1)=O